6-Methoxy-8-(4-(trifluoromethyl)phenyl)quinoline COC=1C=C2C=CC=NC2=C(C1)C1=CC=C(C=C1)C(F)(F)F